tert-butyl 4-((6-(5-cyanopyrazin-2-ylamino)-3-(pyridin-4-ylcarbamoyl)pyridazin-4-ylamino)methyl)piperidine-1-carboxylate C(#N)C=1N=CC(=NC1)NC1=CC(=C(N=N1)C(NC1=CC=NC=C1)=O)NCC1CCN(CC1)C(=O)OC(C)(C)C